C(C1=CC=CC=C1)N1CC(CC1)(C#N)C1=C(C=CC=C1)Br 1-Benzyl-3-(2-bromophenyl)pyrrolidine-3-carbonitrile